5-(3,8-diazabicyclo[3.2.1]octane-8-yl)-2-methyl-N-(1-(1-methyl-2-oxo-1,2-dihydrobenzo[cd]indol-6-yl)cyclopropyl)benzamide C12CNCC(CC1)N2C=2C=CC(=C(C(=O)NC1(CC1)C=1C=3C4=C(C(N(C4=CC1)C)=O)C=CC3)C2)C